antimony-tin [Sn].[Sb]